N-(2-chloro-4-fluorophenyl)-1-(2-(dimethylamino)ethyl)-9H-carbazol-3-amine ClC1=C(C=CC(=C1)F)NC=1C=C(C=2NC3=CC=CC=C3C2C1)CCN(C)C